BrC1=CC=C2C=NC(=NN21)Cl 7-bromo-2-chloropyrrolo[2,1-f][1,2,4]triazine